triacryloyloxybenzophenone C(C=C)(=O)OC1=C(C(=C(C(=O)C2=CC=CC=C2)C=C1)OC(C=C)=O)OC(C=C)=O